BrC1=CC(=NC=C1)C=O p-bromopyridine-2-formaldehyde